C1(CC1)N1N=CC(=C1)[C@@H]1OCC[C@H](C1)C=1C=C(C=2N(N1)C(C(=C(N2)C)C)=O)C21CC(C2)(C1)C(F)F 7-[(2R,4R)-2-(1-cyclopropylpyrazol-4-yl)tetrahydropyran-4-yl]-9-[3-(difluoromethyl)-1-bicyclo[1.1.1]pentanyl]-2,3-dimethyl-pyrimido[1,2-b]pyridazin-4-one